3,4,5-triethoxyphenethylamine C(C)OC=1C=C(CCN)C=C(C1OCC)OCC